4-(2-hydroxyethyl)-1-piperazinyl-ethanesulfonic acid OCCN1CCN(CC1)C(C)S(=O)(=O)O